C1(CCCCC1)CCC(=O)OC(CSCCCCCC(CCCCCSCC(CCCCCC)OC(CCC1CCCCC1)=O)N(CCCCO)C(C([2H])([2H])[2H])([2H])[2H])CCCCCC ((6-((Ethyl-d5)(4-hydroxybutyl)amino)undecane-1,11-diyl)bis(sulfanediyl))bis-(octane-1,2-diyl) bis(3-cyclohexylpropanoate)